phenyl (3,4,5-trifluorobenzyl)carbamate FC=1C=C(CNC(OC2=CC=CC=C2)=O)C=C(C1F)F